BrC1=C(NC2=C1C(NCC21CC1)=O)C1=C(C=NC=C1)OCCOC 3'-bromo-2'-(3-(2-methoxyethoxy)pyridin-4-yl)-5',6'-dihydrospiro[cyclopropane-1,7'-pyrrolo[3,2-c]pyridin]-4'(1'H)-one